C(C)(C)(C)C=1C=C(N(N1)C1=CC(=CC=C1)CN(C)C)NC(=O)NC1=C(C=C(C=C1)OC1=CC=NC=2NC(CCC12)=O)C(F)(F)F 1-[5-tert-butyl-2-[3-[(dimethylamino)methyl]phenyl]pyrazol-3-yl]-3-[4-[(7-oxo-6,8-dihydro-5H-1,8-naphthyridin-4-yl)oxy]-2-(trifluoromethyl)phenyl]urea